ethyl 2-{3-ethyl-5'-fluoro-1'-methyl-[4,6'-biindazol]-1-yl}acetate C(C)C1=NN(C=2C=CC=C(C12)C1=C(C=C2C=NN(C2=C1)C)F)CC(=O)OCC